C(C)(=O)N1[C@@H](CN(CC1)C(=O)C=1C=C(C(=O)N2C[C@H]([C@@H](C2)C(=O)N[C@@H]2[C@H](C2)C2=CC=CC=C2)C(=O)N[C@@H]2[C@H](C2)C2=CC=CC=C2)C=CC1)C(NCCCCCCCCCCCCCC)=O (3S,4S)-1-(3-((S)-4-acetyl-3-(tetradecylcarbamoyl)piperazine-1-carbonyl)benzoyl)-N3,N4-bis((1S,2R)-2-phenylcyclopropyl)pyrrolidine-3,4-dicarboxamide